2-(4-((2,5-Dioxo-3-(4-(trifluoromethyl)phenyl)imidazolidin-1-yl)methyl)-2,6-dimethylphenoxy)-2-methylpropionic Acid O=C1N(C(CN1C1=CC=C(C=C1)C(F)(F)F)=O)CC1=CC(=C(OC(C(=O)O)(C)C)C(=C1)C)C